C(C1=CC=CC=C1)N1C(CO[C@@H](C1C)CO)=O (6S)-4-benzyl-6-(hydroxymethyl)-5-methyl-morpholin-3-one